Cl.Cl.C12CN(CC(N1)C2)C2=CC=C(C=N2)C=2C=1N(C=C(C2)C=2C=NN(C2)C)N=CC1C#N 4-(6-(3,6-diazabicyclo[3.1.1]heptan-3-yl)pyridin-3-yl)-6-(1-methyl-1H-pyrazol-4-yl)pyrazolo[1,5-a]pyridine-3-carbonitrile dihydrochloride